BrC(C1=C(C(=CC(=C1)CC(=O)O)C(Br)Br)CC(=O)O)Br.BrCC=1C=C(OCCCCN2C(C3=CC=CC=C3C2=O)=O)C=C(C1)CBr 2-(4-(3,5-bis(bromomethyl)phenoxy)butyl)isoindoline-1,3-dione 2,6-Bis(dibromomethyl)-1,4-phenylenediacetate